COC(=O)C1=CC=2CCCC(C2C=C1)O 5-hydroxy-5,6,7,8-tetrahydronaphthalene-2-carboxylic acid methyl ester